C(CCC)OC=1N=C(C2=C(N1)C(=NN2)CC2=C(C=C(C=C2)CNC2CC2)OC)N 5-Butoxy-3-(4-((cyclopropylamino)methyl)-2-methoxybenzyl)-1H-pyrazolo[4,3-d]pyrimidin-7-amine